[BH4-].[K+].N1N=NC=C1.N1N=NC=C1 bis(1,2,3-triazole) potassium borohydride